ClC1=CC=C(C=C1)S(=O)(=O)NCC1CCNCC1 4-chloro-N-(4-piperidylmethyl)benzenesulfonamide